C(C)(C)S(=O)(=O)CC1=NN=C2N1C(=CC=C2C(=O)NC=2OC(=NN2)C)C(F)(F)F 3-[(Isopropylsulfonyl)methyl]-N-(5-methyl-1,3,4-oxadiazol-2-yl)-5-(trifluoromethyl)[1,2,4]triazolo-[4,3-a]pyridin-8-carboxamid